N1(C=NC=C1)C(=O)[C@H]1CN(CCC1)C(=O)OC(C)(C)C tert-butyl (3R)-3-(imidazole-1-carbonyl)piperidine-1-carboxylate